alpha-methyl-ethionine C[C@](N)(CCSCC)C(=O)O